BrC=1C=CC2=C(C(=NO2)N2C(N(C(CC2)=O)CC2=CC=C(C=C2)OC)=O)C1 1-(5-bromobenzo[d]isoxazol-3-yl)-3-(4-methoxybenzyl)dihydropyrimidine-2,4(1H,3H)-dione